C(CCCCC)[Si](CCCCCC)(CCCCCC)O[Si](CCCCCC)(CCCCCC)CCCCCC bistrihexylsilyl oxide